N[C@H](CS)C(=O)O (D)-cysteine